C(C)(C)(C)C1=CC(=C(C(=C1)C1=CC=CC=C1)O)C#CC1=CC=CC=C1 4-tert-butyl-2,6-diphenylethynyl-phenol